N-(2-fluoro-4-(2-(((3S,5S)-5-fluoropiperidin-3-yl)amino)-8-iso-propyl-7-oxo-7,8-dihydropyrido[2,3-d]-pyrimidin-6-yl)phenyl)-1-(4-fluorophenyl)-methanesulfonamide hydrochloride Cl.FC1=C(C=CC(=C1)C1=CC2=C(N=C(N=C2)N[C@@H]2CNC[C@H](C2)F)N(C1=O)C(C)C)NS(=O)(=O)CC1=CC=C(C=C1)F